7-(2-((2-chloro-4-(4-(oxetan-3-ylmethyl)piperazin-1-yl)phenyl)amino)-5-(trifluoromethyl)pyrimidin-4-yl)-4-methyl-3,4-dihydrothieno[2,3-f][1,4]thiazepin-5(2H)-one 1,1-dioxide ClC1=C(C=CC(=C1)N1CCN(CC1)CC1COC1)NC1=NC=C(C(=N1)C1=CC2=C(C(N(CCS2(=O)=O)C)=O)S1)C(F)(F)F